4-(aminomethyl)benzenecarboximidamide dihydrochloride Cl.Cl.NCC1=CC=C(C=C1)C(N)=N